4-bromo-3-(cyclobutoxymethyl)-1-methyl-1H-pyrazole BrC=1C(=NN(C1)C)COC1CCC1